NCCCCCC(=O)N[C@H](C(=O)N1[C@@H](C[C@H](C1)O)C(=O)NCC1=CC=C(C=C1)C1=C(N=CS1)C)C(C)(C)C (2S,4R)-1-[(2S)-2-(6-amino-hexanamido)-3,3-dimethyl-butanoyl]-4-hydroxy-N-[[4-(4-methyl-1,3-thiazol-5-yl)phenyl]methyl]pyrrolidine-2-carboxamide